C[C@@]1(OC2=C(C(=C(C(=C2CC1)C)O)C)C)CC\C=C(\CC\C=C(\CCC=C(C)C)/C)/C (R)-2,5,7,8-tetramethyl-2-((3E,7E)-4,8,12-trimethyltridecan-3,7,11-trien-1-yl)chroman-6-ol